7-amino-3-(2-fluoro-6-methyl-phenyl)-1-[(4R)-1-methylazepan-4-yl]-4H-pyrimido[4,5-d]pyrimidin-2-one NC1=NC=C2C(=N1)N(C(N(C2)C2=C(C=CC=C2C)F)=O)[C@H]2CCN(CCC2)C